C(#N)C(NC(=O)[C@@H]1[C@H]2C([C@H]2CN1C([C@@H](NC=1C=NC=NC1)C(C)C)=O)(C)C)C=1C=NC=C2C=CC=NC12 (1R,2S,5S)-N-(cyano(1,6-naphthyridin-8-yl)methyl)-6,6-dimethyl-3-(pyrimidin-5-yl-L-valyl)-3-azabicyclo[3.1.0]hexane-2-carboxamide